7-(4-chlorobenzyl)-1-(3-hydroxypropyl)-3-isopropyl-8-(1,4,4-trifluorocyclohexyl)-3,7-dihydro-1H-purine-2,6-dione ClC1=CC=C(CN2C(=NC=3N(C(N(C(C23)=O)CCCO)=O)C(C)C)C2(CCC(CC2)(F)F)F)C=C1